C1(CC1)S(=O)(=O)NC1=NC(=NS1)CNC(C1=CC=C(C=C1)C1=NC(=CN=C1)OCC)=O N-((5-(cyclopropanesulfonamido)-1,2,4-thiadiazol-3-yl)methyl)-4-(6-ethoxypyrazin-2-yl)benzamide